C1(CC1)C=1NC(=NN1)C1CC2(CN(C2)C(=O)N2CC(C2)C2=CC=C(C=C2)N2C(C=C(C=C2)C(F)(F)F)=O)C1 1-[4-[1-[6-(5-Cyclopropyl-4H-1,2,4-triazol-3-yl)-2-azaspiro[3.3]heptane-2-carbonyl]azetidin-3-yl]phenyl]-4-(trifluoromethyl)pyridin-2-one